2,3-dimethoxyphenylalanine COC1=C(C[C@H](N)C(=O)O)C=CC=C1OC